C1(CCCCC1)NC1=NC(=NC=C1C=1C=NN(C1)C)NC=1C=C(C=CC1)C N4-cyclohexyl-5-(1-methyl-1H-pyrazol-4-yl)-N2-(m-tolyl)pyrimidine-2,4-diamine